N-(2,3-difluoro-6-isopropoxybenzyl)-4-fluoro-2-methoxy-5-nitroaniline FC1=C(CNC2=C(C=C(C(=C2)[N+](=O)[O-])F)OC)C(=CC=C1F)OC(C)C